(5R,8S)-N-(4-bromo-3-chlorophenyl)-6,7,8,9-tetrahydro-5H-5,8-epiminocyclohepta[d]-pyrimidine-10-carboxamide BrC1=C(C=C(C=C1)NC(=O)N1[C@@H]2CC[C@H]1CC=1N=CN=CC12)Cl